CC1=C(C=C(C=C1)NC(=O)[C@H]1[C@@H]2CC[C@H](C1)C2)C2=NC=CC=C2 (1R,2R,4S)-N-(4-methyl-3-(pyridin-2-yl)phenyl)bicyclo[2.2.1]heptane-2-carboxamide